ClC=1C=C2C=C(NC2=CC1C1=NC=C(N=C1)OC)CNC(C(CC)OC)=O N-{[5-chloro-6-(5-methoxy-2-pyrazinyl)-2-indolyl]methyl}2-methoxybutyramide